(s)-2-(4-methoxyphenyl)Azole-4-carboxylic acid ethyl ester C(C)OC(=O)C=1C=C(NC1)C1=CC=C(C=C1)OC